3-chloro-1,2-propylene dipalmitate C(CCCCCCCCCCCCCCC)(=O)OCC(CCl)OC(CCCCCCCCCCCCCCC)=O